CC1=CC=C(C=C1)S(=O)(=O)[O-].C(C)OC(=O)[C@@H]1CC2(OCCO2)CC[C@@H]1[NH2+][C@@H](C)C1=CC=CC=C1 (7R,8S)-7-(Ethoxycarbonyl)-N-((S)-1-phenylethyl)-1,4-dioxaspiro[4.5]decan-8-aminium, 4-Methyl-benzenesulphonic acid salt